NC(CCC(C(=O)OCC)C1=NC=NC2=CC=C(C=C12)Br)=O ethyl 5-amino-2-(6-bromoquinazolin-4-yl)-5-oxopentanoate